NC1=NC=C(C2=C1C=NN2)NC(C(N2[C@H](CC[C@@H](C2)C)C=2C=NC(=C(C2)C)C)=O)=O |r| N-(4-amino-1H-pyrazolo[4,3-c]pyridin-7-yl)-2-oxo-2-[rac-(2R,5S)-2-(5,6-dimethyl-3-pyridyl)-5-methyl-1-piperidyl]acetamide